Bis(2-methyl-1-hydroxypentyl)phosphinic acid CC(C(O)P(O)(=O)C(C(CCC)C)O)CCC